N[C@@H]([C@H](O)C1=CC2=C(OCCO2)C=C1)CN1CCCC1 (1R,2R)-2-amino-1-(2,3-dihydrobenzo[b][1,4]dioxin-6-yl)-3-(pyrrolidin-1-yl)propan-1-ol